C(C1=CC=CC=C1)(=O)NC1=NC(NC=C1C)=O benzoyl-5-methylcytosine